6-(thiophen-2-yl)-1H-indazol S1C(=CC=C1)C1=CC=C2C=NNC2=C1